FC1(CN(CC1)C1=NC=CC(=C1NC(=O)N1CC2(C1)CCOCC2)C2=C(C=CC=C2)F)F N-(2-(3,3-difluoropyrrolidin-1-yl)-4-(2-fluoro-phenyl)pyridin-3-yl)-7-oxa-2-azaspiro[3.5]nonane-2-carboxamide